CC1N(CCNC1)C1=CC(=C(C#N)C=C1)C(F)(F)F 4-[2-methylpiperazin-1-yl]-2-(trifluoromethyl)benzonitrile